vinylchloride octylacrylate C(CCCCCCC)OC(C=C)=O.C(=C)Cl